N1=C(C=CC=C1)O[C@@H]1CC[C@H](CC1)C1=NN=C2N1C1=C(CC(C2)NC(OC(C)(C)C)=O)C=C(C=C1)C(F)(F)F tert-butyl {1-[trans-4-(pyridin-2-yloxy)cyclohexyl]-8-(trifluoromethyl)-5,6-dihydro-4H-[1,2,4]triazolo[4,3-a][1]benzazepin-5-yl}carbamate